(S)-3-(5-(4-((1-(2,5-difluoro-4-nitrophenyl)piperidin-4-yl)methyl)piperazin-1-yl)-1-oxoisoindolin-2-yl)piperidine-2,6-dione FC1=C(C=C(C(=C1)[N+](=O)[O-])F)N1CCC(CC1)CN1CCN(CC1)C=1C=C2CN(C(C2=CC1)=O)[C@@H]1C(NC(CC1)=O)=O